C1(CC1)C(C)(C)NC(C1=NC=CC=C1)=O N-(2-cyclopropylpropane-2-yl)picolinamide